F[P-](F)(F)(F)(F)F.C1(=CC=CC=C1)[PH+](C1=CC=CC=C1)C1=CC=CC=C1 triphenylphosphonium hexafluorophosphate